C(#C)[C@@]1(C(N([C@@H](C1)C)C)=O)O (3S,5R)-3-ethynyl-3-hydroxy-1,5-dimethylpyrrolidin-2-one